C1(=CC=CC=C1)S(=O)(=O)N1C=C(C=2C1=NC(=CC2)C2=NOC(=N2)C)C2=NC(=NC=C2C(F)(F)F)N[C@H]2CC[C@@H](N(C2)C(=O)OCC2=CC=CC=C2)C benzyl (2S,5S)-5-[[4-[1-(benzenesulfonyl)-6-(5-methyl-1,2,4-oxadiazol-3-yl)pyrrolo[2,3-b]pyridin-3-yl]-5-(trifluoromethyl)pyrimidin-2-yl]amino]-2-methyl-piperidine-1-carboxylate